6-(Cyclopropanecarboxamido)-4-((4-methoxy-3-(2,2,2-trifluoro-1-hydroxyethyl)pyrazolo[1,5-c]pyrimidin-5-yl)amino)-N-(methyl-d3)nicotinamide tert-butylpiperazine-1-carboxylate C(C)(C)(C)OC(=O)N1CCNCC1.C1(CC1)C(=O)NC1=NC=C(C(=O)NC([2H])([2H])[2H])C(=C1)NC1=C(C=2N(C=N1)N=CC2C(C(F)(F)F)O)OC